C(C)OC(CC(=O)N(CCC(=O)OCC)CC(F)(F)F)=O Ethyl N-(3-ethoxy-3-oxopropanoyl)-N-(2,2,2-trifluoroethyl)-beta-alaninate